2-bromo-3-(2-trimethylsilylethoxymethyl)imidazole-4-carbaldehyde BrC1=NC=C(N1COCC[Si](C)(C)C)C=O